O[C@@H]1[C@H](CO[C@@H]([C@@H]1O)CO)NS(=O)(=O)C1=CC=C(C=C1)C N-((3S,4R,5R,6R)-4,5-dihydroxy-6-(hydroxymethyl)tetrahydro-2H-pyran-3-yl)-4-methylbenzenesulfonamide